ClC(SN1C(=O)C2C(CC=CC2)C1=O)(Cl)Cl N-(trichloromethylthio)-cyclohex-4-en-1,2-dicarboximide